C(=C)N1C(CC1=O)=O N-vinyl-malonimide